FC=1C=NN(C1)C1=CC=C(CN2C3CN(CC2C3)C3=CC=C(C=N3)C3=NC(=CC(=N3)NC3=NNC(=C3)C)C)C=C1 2-(6-(6-(4-(4-fluoro-1H-pyrazol-1-yl)benzyl)-3,6-diazabicyclo[3.1.1]heptan-3-yl)pyridin-3-yl)-6-methyl-N-(5-methyl-1H-pyrazol-3-yl)pyrimidin-4-amine